C(C#C)OCCC(=O)OC(C)(C)C Tert-butyl 3-prop-2-ynoxypropanoate